(S)-7-amino-3-(1-(but-2-ynoyl)piperidin-3-yl)-1-(4-(2,6-difluorophenoxy)phenyl)-1,5-dihydro-4H-pyrrolo[2,3-d]pyridazin-4-one NC1=NNC(C2=C1N(C=C2[C@H]2CN(CCC2)C(C#CC)=O)C2=CC=C(C=C2)OC2=C(C=CC=C2F)F)=O